ClC1=CC2=C(N(C(N=C2N2[C@H](CN([C@@H](C2)C)C(C=C)=O)C)=O)C=2C(=NC=CC2C)C(C)C)N=C1C1=CSC=C1 (M)-6-Chloro-4-[(2S,5R)-2,5-dimethyl-4-prop-2-enoyl-piperazin-1-yl]-1-(2-isopropyl-4-methyl-3-pyridyl)-7-(3-thienyl)pyrido[2,3-d]pyrimidin-2-one